F[C@@H]1[C@@H](C1)C(=O)NC=1SC2=C(N1)C=CC(=C2)C2=CC=C1CC(NC1=C2C)=O (1s,2s)-2-fluoro-N-(6-(7-methyl-2-oxindol-6-yl)benzo[d]thiazol-2-yl)cyclopropane-1-carboxamide